C1(=CC=CC=C1)[C@H](C)OC(NS(=O)(=N)[C@@H]([C@H](CC=C)C)C)=O N-[[(1r,2S)-1,2-dimethylpent-4-enyl]sulphonimidoyl]carbamic acid [(1S)-1-phenylethyl] ester